N1(N=NC=C1)CCCC(=O)[O-] 1H-1,2,3-triazole-1-butyrate